[N+](=O)([O-])C=1C=C(C(=NC1)C=1OC=CN1)C(F)(F)F 2-(5-Nitro-3-(trifluoromethyl)pyridin-2-yl)oxazole